ClC1=C(C=CC=C1)[C@H]([C@H](C)C=1N(C(C(=C(N1)C(=O)NC=1C=NOC1)O)=O)C)N1N=CC(=C1)C(C)C 2-((1s,2s)-1-(2-chlorophenyl)-1-(4-isopropyl-1H-pyrazol-1-yl)propan-2-yl)-5-hydroxy-N-(isoxazol-4-yl)-1-methyl-6-oxo-1,6-dihydropyrimidine-4-carboxamide